C1(CC1)C1=CC(=NC2=C(N=CC=C12)C1=NNC=C1)N1CCOCC1 4-cyclopropyl-2-(morpholin-4-yl)-8-(1H-pyrazol-3-yl)-[1,7]naphthyridine